C(C)(CC)OC1=CC(=NC=C1C#CC=1C=NN(C1)C)Cl 4-(sec-butoxy)-2-chloro-5-((1-methyl-1H-pyrazol-4-yl)ethynyl)pyridine